7-Chloro-6-fluoro-1-methyl-1,2,3,4-tetrahydroquinoline ClC1=C(C=C2CCCN(C2=C1)C)F